[N+](=O)([O-])C1=CC=C(C=C1)C1=NN=NN1 5-(p-nitrophenyl)-1H-tetrazole